2-Phenethyl-2H-indazole-5-carboxylic acid C(CC1=CC=CC=C1)N1N=C2C=CC(=CC2=C1)C(=O)O